C(C)(=O)NC1=C(C(=O)OC)C=CC(=C1)C1=NN(C2=CC=C(C=C12)O[C@H](C)C1=C(C=NC=C1Cl)Cl)C1OCCCC1 Methyl 2-acetamido-4-(5-((R)-1-(3,5-dichloropyridin-4-yl)ethoxy)-1-(tetrahydro-2H-pyran-2-yl)-1H-indazol-3-yl)benzoate